[N+](=O)([O-])C=1C=CC(=NC1NC1=CC=NC=C1)N1[C@H]2CN([C@@H](C1)CC2)C(=O)OC(C)(C)C tert-butyl (1R,4R)-5-{5-nitro-6-[(pyridin-4-yl)amino]pyridin-2-yl}-2,5-diazabicyclo[2.2.2]octane-2-carboxylate